4,6-dimethoxytriazine COC1=NN=NC(=C1)OC